(S)-6-(1-(5-(2,5-dimethylpyridin-4-yl)-7-(2-((2-methoxyethyl)(methyl)amino)ethyl)-1-oxo-3,4-dihydroisoquinolin-2(1H)-yl)ethyl)-4-ethoxynicotinonitrile CC1=NC=C(C(=C1)C1=C2CCN(C(C2=CC(=C1)CCN(C)CCOC)=O)[C@@H](C)C1=NC=C(C#N)C(=C1)OCC)C